C(CCCCCCC\C=C/C\C=C/CCCCC)OC(CN)COCCCCCCCC\C=C/C\C=C/CCCCC 2,3-bis(((9Z,12Z)-octadeca-9,12-dien-1-yl)oxy)propan-1-amine